methyl 2,6-dimethoxy-4-[6-(1-methylpyrazol-4-yl)pyrazolo[1,5-a]pyrimidin-3-yl]benzoate COC1=C(C(=O)OC)C(=CC(=C1)C=1C=NN2C1N=CC(=C2)C=2C=NN(C2)C)OC